C(C)(C)(C)N(C(O)=O)[C@H](CO)C[C@H]1C(NC2(CC2)C1)=O.BrC1=NC=C(C=C1)C=1C2=CC=CC=C2C(=C2C=CC=CC12)C1=CC=C(C2=CC=CC=C12)C1=CC=CC=C1 |o1:12| 2-bromo-5-(10-(4-phenylnaphthalen-1-yl)anthracen-9-yl)pyridine tert-butyl-((S)-1-hydroxy-3-((R*)-5-oxo-4-azaspiro[2.4]heptan-6-yl)propan-2-yl)carbamate